5-((5-(3-(5-(tert-butyl)furan-2-yl)cyclopentyl)-1H-pyrazol-3-yl)amino)-4-fluoro-1,3-dihydrobenzo[c]thiophene 2,2-dioxide C(C)(C)(C)C1=CC=C(O1)C1CC(CC1)C1=CC(=NN1)NC1=C(C2=C(CS(C2)(=O)=O)C=C1)F